3-(2,4-Diethylthiophen-3-yl)-1-[(1-methyl-1H-pyrazol-4-yl)(oxan-4-yl)sulfamoyl]urea C(C)C=1SC=C(C1NC(NS(N(C1CCOCC1)C=1C=NN(C1)C)(=O)=O)=O)CC